C(CCC)C1=CC=C(C(=O)C=2C=CC(=C(C(=O)NC3=CC(=CC=C3)C(F)(F)F)C2)O)C=C1 5-(4-butylbenzoyl)-2-hydroxy-N-[3-(trifluoromethyl)phenyl]-benzamide